NC1=CC2=C(C=N1)N=C(N2[C@@H]2CC[C@H](CC2)CC#N)C(C)O 2-[trans-4-[6-amino-2-(1-hydroxyethyl)-1H-imidazo[4,5-c]pyridin-1-yl]cyclohexyl]-acetonitrile